ClC=1C(=C(C=CC1)C[C@@H]1N(CC([C@@H]1NS(=O)(=O)CC)(F)F)C(=O)C1OCC1)F N-[(2S,3R)-2-[(3-chloro-2-fluorophenyl)methyl]-4,4-difluoro-1-(oxetane-2-carbonyl)pyrrolidin-3-yl]ethanesulfonamide